FC(C(C(C(O)(F)F)(F)F)(F)F)(O)F.[Na] sodium octafluoro-1,4-butanediol